(((tert-butyldimethylsilyl)oxy)methyl)-2-(chloromethyl)-5-methyloxazole [Si](C)(C)(C(C)(C)C)OCC=1N=C(OC1C)CCl